N-ethyl-β-propyl-3,4-methylenedioxy-phenethylamine C(C)NCC(C1=CC2=C(C=C1)OCO2)CCC